2,2'-bipyridyl-5,5'-diamine N1=C(C=CC(=C1)N)C1=NC=C(C=C1)N